(4-(5-chloro-2-fluorobenzyl)piperazin-1-yl)-2-(1-(methoxymethyl)-1H-imidazol-2-yl)pyrido[3,4-b]pyrazine ClC=1C=CC(=C(CN2CCN(CC2)C2=C(N=C3C(=N2)C=NC=C3)C=3N(C=CN3)COC)C1)F